CN1N=NC2=C1C=CC(=C2)C(=O)N 1-methyl-1H-benzo[d][1,2,3]triazole-5-carboxamide